OC(CN1CCOCC1)C1CCN(CC1)C1=CC(=C2C(=N1)C(=CS2)C(=O)NC)C(F)(F)F 5-(4-(1-hydroxy-2-morpholinoethyl)piperidin-1-yl)-N-methyl-7-(trifluoromethyl)thieno[3,2-b]pyridine-3-carboxamide